ClC=1C=CC(=C(C1)C1=CC2=C(OCCN2C2=CC(=NC=C2)NC(CCOC)=O)C=N1)F N-{4-[7-(5-chloro-2-fluorophenyl)-1H,2H,3H-pyrido[3,4-b][1,4]oxazin-1-yl]pyridin-2-yl}-3-methoxypropanamide